ClC1=C(C=CC(=C1)F)C1(CC1)C1=NOC(=N1)C1=NN(C(=C1)C(F)F)CC(=O)NCC1CCN(CC1)C(=O)OC(C)(C)C tert-butyl 4-((2-(3-(3-(1-(2-chloro-4-fluorophenyl)cyclopropyl)-1,2,4-oxadiazol-5-yl)-5-(difluoromethyl)-1H-pyrazol-1-yl)acetamido)methyl)piperidine-1-carboxylate